C1(CCCC1)N(C(=O)OCC1=C(C=CC=C1)C1=CC=C(C=C1)O[C@@H]1C[C@H](CCC1)C(=O)OC(C)C)C |r| (+/-)-isopropyl (1S,3S)-3-((2'-(((cyclopentyl(methyl)carbamoyl)oxy)methyl)-[1,1'-biphenyl]-4-yl)oxy)cyclohexane-1-carboxylate